heptyl 5-methylsulfonyl-4-oxo-1-[4-(trifluoromethoxy)phenyl]cinnoline-3-carboxylate CS(=O)(=O)C1=C2C(C(=NN(C2=CC=C1)C1=CC=C(C=C1)OC(F)(F)F)C(=O)OCCCCCCC)=O